7-fluoro-2-methyl-5-oxo-4,5-dihydropyrazolo[1,5-a]pyrido[4,3-e]pyrimidine-6-carbonitrile FC1=C(C=2C(NC=3N(C2C=N1)N=C(C3)C)=O)C#N